CN1N=CC(=C1)C#C[Si](C)(C)C 1-methyl-4-((trimethylsilyl)ethynyl)-1H-pyrazole